CC1(OC=2C(=NC(=CC2)C=2C(=CC(=NC2)NC(C)=O)NC2=NC(=CC(=C2)C2=NC=CN=C2C)S(=O)(=O)C)OC1)C N-(5-(2,2-dimethyl-2,3-dihydro-[1,4]dioxino[2,3-b]pyridin-6-yl)-4-((4-(3-methylpyrazin-2-yl)-6-(methylsulfonyl)pyridin-2-yl)amino)pyridin-2-yl)acetamide